4-bromo-2-fluoro-1-((methylsulfonyl)methyl)benzene Ethyl-(R)-5-(3,4-dichlorobenzoyl)-6-methyl-4,5,6,7-tetrahydro-2H-pyrazolo[4,3-c]pyridine-3-carboxylate C(C)OC(=O)C=1NN=C2C1CN([C@@H](C2)C)C(C2=CC(=C(C=C2)Cl)Cl)=O.BrC2=CC(=C(C=C2)CS(=O)(=O)C)F